Aminosarcosine NN(C)CC(=O)O